(3-ethoxypyridin-2-yl)methylamine C(C)OC=1C(=NC=CC1)CN